C1=CN=CC2=CC=C3C(=C12)C=CC=C3 3-benzoquinoline